ClC1=C(C=CC(=C1F)O)C[C@@H](CNC(C[C@H](C1=CC=NC=C1)C1CC1)=O)N(C)C (S)-N-((S)-3-(2-chloro-3-fluoro-4-hydroxyphenyl)-2-(dimethylamino)propyl)-3-cyclopropyl-3-(pyridin-4-yl)propanamide